3-bromo-7-methoxy-imidazo[1,2-a]pyridine-6-carboxylic acid dimethylamide CN(C(=O)C=1C(=CC=2N(C1)C(=CN2)Br)OC)C